ClC=1C(=C(C=CC1OCC1CC1)NC1=NC=NC2=CC(=C(C=C12)N1[C@@H]2CN([C@H](C1)C2)C(C=C)=O)F)F 1-((1S,4S)-5-(4-((3-chloro-4-(cyclopropylmethoxy)-2-fluorophenyl)amino)-7-fluoroquinazolin-6-yl)-2,5-diazabicyclo[2.2.1]heptan-2-yl)prop-2-en-1-one